7-((5-(methoxycarbonyl)pyridin-3-yl)oxy)heptanoic acid COC(=O)C=1C=C(C=NC1)OCCCCCCC(=O)O